2-(sec-Butyl)-3-ethylbenzo[4,5]imidazo[1,2-a]pyrimidin-4-yl acetate C(C)(=O)OC1=C(C(=NC=2N1C1=C(N2)C=CC=C1)C(C)CC)CC